4-(5-bromo-2-fluoro-benzyloxy)-1,1a,6,6a-tetrahydro-cyclopropa[a]indene-1-carboxylic acid, ethyl ester BrC=1C=CC(=C(COC2=CC=3CC4C(C3C=C2)C4C(=O)OCC)C1)F